[Si](O)(O)(O)O.C(CCCCCCC)[Li] octyl-lithium silicate